C1(CC1)NC(=O)N1CC2=CC(=CC=C2CC1)OC1=CC=C(C=C1)C(F)(F)F N-cyclopropyl-7-(4-(trifluoromethyl)phenoxy)-3,4-dihydroisoquinoline-2(1H)-carboxamide